C12(CC3CC(CC(C1)C3)C2)CCC(=O)NCCCCC#CC2=CC(=CC=C2)CN2C(=C(C3=C2N=CN(C3=N)C3CCC(CC3)O)C3=CC=CC=C3)C3=CC=CC=C3 3-((3r,5r,7r)-adamantan-1-yl)-N-(6-(3-((3-((1r,4r)-4-hydroxycyclohexyl)-4-imino-5,6-diphenyl-3,4-dihydro-7H-pyrrolo[2,3-d]pyrimidin-7-yl)methyl)phenyl)hex-5-yn-1-yl)propanamide